2,2'-{[(4-methyl-1H-benzotriazol-1-yl)methyl]imino}bisethane CC1=CC=CC=2N(N=NC21)CN(CC)CC